[N-]=C=O.[N-]=C=O.N(=C=O)C1=CC=CC=C1N=C=O 1,6-diisocyanatobenzene diisocyanate